Cl.ClC1=C(C=CC=C1[C@]1(NC(N(C(C1)=O)[C@H]1C[C@H](OCC1)C)=N)C)NC(C1=C(C=C(C=C1F)F)F)=O |o1:15,17| N-(2-Chloro-3-{(4S)-2-imino-4-methyl-1-[(2R*,4R*)-2-methyl-tetrahydropyran-4-yl]-6-oxo-hexahydropyrimidin-4-yl}phenyl)-2,4,6-trifluorobenzamide hydrochloride